C12CN(CC(CC1)O2)S(=O)(=O)C2=CC=C(C=C2)NC(=O)NCC=2C=NC=CC2 1-[4-(8-Oxa-3-aza-bicyclo[3.2.1]octane-3-sulfonyl)-phenyl]-3-pyridin-3-ylmethyl-urea